NC1=C(C(=O)NN)C=CC(=C1)S 2-amino-4-mercaptobenzoyl-hydrazine